C(CCC)C1=C(C(=C(C(=N1)O)C(=O)N1CCN(CC1)CC1=C(C(=CC=C1)Cl)Cl)O)C1=C(C=CC(=C1)OC)OC 6-butyl-3-{4-[(2,3-dichlorophenyl)methyl]piperazine-1-carbonyl}-5-(2,5-dimethoxyphenyl)pyridine-2,4-diol